C(C)(C)C1=C(C=CC=C1)[C@H]1N(CCN(C1)CC1=CC(=C(C=C1)C(F)(F)F)OC)C1CC2(C1)CCN(CC2)C2=CC=C(C(=O)N)C=C2 4-(2-((R)-2-(2-isopropylphenyl)-4-(3-methoxy-4-(trifluoromethyl)benzyl)piperazin-1-yl)-7-azaspiro[3.5]nonan-7-yl)benzamide